(3S,5R)-3-methyl-5-(4-methyl-1-oxo-1,3-dihydroisobenzofuran-5-yl)piperazine-1-carboxylic acid tert-butyl ester C(C)(C)(C)OC(=O)N1C[C@@H](N[C@@H](C1)C=1C(=C2COC(C2=CC1)=O)C)C